ClC=1C(=NC(=NC1)N1CCC(CC1)C(=O)N(C)C)NC=1C=C2C(=CC(N(C2=CC1)C)=O)N[C@H](C)C1CC1 (R)-1-(5-chloro-4-((4-((1-cyclopropylethyl)amino)-1-methyl-2-oxo-1,2-dihydroquinolin-6-yl)amino)pyrimidin-2-yl)-N,N-dimethylpiperidine-4-carboxamide